[Cl-].COC=C(C)C=1C=C(C=CC1)C(C(=O)OC)(C)C methyl 2-(3-(1-methoxyprop-1-en-2-yl)phenyl)-2-methylpropanoate chloride